(S)-N-(5-hydroxy-1,2,3,4-tetrahydronaphthalen-2-yl)-3-(3-hydroxy-2-methyl-4-oxopyridin-1(4H)-yl)-N-propylpropionamide OC1=C2CC[C@@H](CC2=CC=C1)N(C(CCN1C(=C(C(C=C1)=O)O)C)=O)CCC